BrCC1CCC(CC1)CN1[C@H](CN(C[C@H]1C)C(=O)OC(C)(C)C)C tert-butyl (3S,5R)-4-(((1R,4R)-4-(bromomethyl)cyclohexyl)methyl)-3,5-dimethylpiperazine-1-carboxylate